3,4-difluoro-2-(2-fluoro-4-iodoanilino)-5-[[3-fluoro-2-(2-methoxyethylsulfamoylamino)pyridin-4-yl]methyl]-N-propan-2-yloxybenzamide FC=1C(=C(C(=O)NOC(C)C)C=C(C1F)CC1=C(C(=NC=C1)NS(NCCOC)(=O)=O)F)NC1=C(C=C(C=C1)I)F